N-methyl-4'-(2-(3-(4-methyl-1-aza-bicyclo[3.2.2]non-4-yl)ureido)propan-2-yl)biphenyl-4-carboxamide CNC(=O)C1=CC=C(C=C1)C1=CC=C(C=C1)C(C)(C)NC(=O)NC1(CCN2CCC1CC2)C